FC(CCCC1=C(C=CC(=C1)OC)S(=O)(=O)N)(CCCC)F (4,4-Difluorooctyl)-4-methoxybenzenesulfonamide